1,2-dimethyl-3-hydroxyethylimidazole tetrafluoroborate salt F[B-](F)(F)F.CN1C(N(C=C1)CCO)C